2-fluoro-1-(3-(7-(pyridin-2-ylethynyl)-3-(4-(trifluoromethyl)phenyl)-1H-pyrazolo[4,3-b]pyridin-1-yl)azetidin-1-yl)prop-2-en-1-one FC(C(=O)N1CC(C1)N1N=C(C2=NC=CC(=C21)C#CC2=NC=CC=C2)C2=CC=C(C=C2)C(F)(F)F)=C